[Si](C1=CC=CC=C1)(C1=CC=CC=C1)(C(C)(C)C)OC1CC(C(C1)NC(OCC1=CC=CC=C1)=O)C(CO)O benzyl ((cis)-4-((tert-butyldiphenylsilyl)oxy)-2-(1,2-dihydroxyethyl) cyclopentyl)carbamate